2-(4-cyclopropyl-2,6-dimethylphenyl)-6-(oxan-4-yl)-2,5-dihydro-4H-pyrazolo[3,4-d]pyrimidin-4-one C1(CC1)C1=CC(=C(C(=C1)C)N1N=C2N=C(NC(C2=C1)=O)C1CCOCC1)C